phenylenebis(dihydro-4H-oxazine) C1(=C(C=CC=C1)C1NOC=CC1)C1NOC=CC1